6-(2-chloro-5-fluoropyrimidin-4-yl)-4-cyclobutyl-8-fluoro-3,4-dihydro-2H-benzo[b][1,4]oxazine ClC1=NC=C(C(=N1)C1=CC2=C(OCCN2C2CCC2)C(=C1)F)F